2-[2-(methoxymethoxy)phenyl]-4,4,5,5-tetramethyl-1,3,2-dioxaborolane COCOC1=C(C=CC=C1)B1OC(C(O1)(C)C)(C)C